CC1=CC(=C(C(=C1)C(C)(C)C)O)C(C)(C)C 4-methyl-2,6-di(tert-butyl)phenol